C1CC12CCN(CC2)C=2C=C(C=CC2)S(=O)(=O)Cl 3-(6-azaspiro[2.5]oct-6-yl)benzenesulfonyl chloride